Cl.NC1CCN(CC1)C1=NC(=C(C=2N1C=CN2)C2=CC(=C(C=C2)OC)F)C2=CC(=C(C#N)C=C2)F 4-(5-(4-aminopiperidin-1-yl)-8-(3-Fluoro-4-methoxyphenyl)imidazo[1,2-c]pyrimidin-7-yl)-2-fluorobenzonitrile hydrochloride